C(C1=CC=CC=C1)OC(=O)N[C@H](C(=O)N[C@@H](CCC(=O)OC(C)(C)C)C(=O)NC1=CC(=CC=C1)F)CC(=O)OC(C)(C)C tert-Butyl (S)-4-((S)-2-(((benzyloxy)carbonyl)amino)-4-(tert-butoxy)-4-oxobutanamido)-5-((3-fluorophenyl)amino)-5-oxopentanoate